FC([C@@H]1[C@@H](CN(C1)C)O)F (3S,4S)-4-(difluoromethyl)-1-methylpyrrolidin-3-ol